benzene-1,3,5-triyltrimethyl alcohol C1(=CC(=CC(=C1)CO)CO)CO